ClC=1C(=NC=C(C1)OC)B(O)O 3-CHLORO-5-METHOXYPYRIDINE-2-BORONIC ACID